CC=1C(=C(C=C(C1)C)O)C1=CC=C2C(=N1)N=C(O2)N[C@H]2CN(CCC2)C 3,5-Dimethyl-2-[2-[[(3R)-1-methyl-3-piperidyl]amino]oxazolo[4,5-b]pyridin-5-yl]phenol